ClC1=C(C#N)C=CC=C1 2-Chlorobenzonitril